acryl-trimethoxysilane C(=O)(C=C)[Si](OC)(OC)OC